NC1=NC=NC=2N(C3=CC=C(C=C3C21)C#N)CC(=O)OCC ethyl 2-(4-amino-6-cyano-9H-pyrimido[4,5-b]indol-9-yl)acetate